ClC=1N=C(C2=C(N1)SC=N2)C21CC(C2)(C1)C(C)C 5-chloro-7-(3-isopropylbicyclo[1.1.1]pentan-1-yl)thiazolo[5,4-d]pyrimidine